1-(5-(methylcarbamoyl)-4-((2-(methylsulfonyl)phenyl)amino)pyrimidin-2-yl)piperidine-4-carboxylic acid CNC(=O)C=1C(=NC(=NC1)N1CCC(CC1)C(=O)O)NC1=C(C=CC=C1)S(=O)(=O)C